C1(CC1)N1C=C(C(C2=CC(=C(C(=C12)OC)F)F)=O)C(=O)[O-] 1-cyclopropyl-6,7-difluoro-1,4-dihydro-8-methoxy-4-oxo-3-quinolinecarboxylate